C(C)(C)(C)OC(C(=C)N1C(C2=CC=C(C=C2C2(C1=O)CC2)Br)=O)=O 2-(6'-Bromo-1',3'-dioxo-spiro[cyclopropane-1,4'-isoquinolin]-2'-yl)prop-2-enoic acid tert-butyl ester